(difluoromethyl) (trifluoromethyl) carbonate C(OC(F)F)(OC(F)(F)F)=O